NC1=NC=NN2C1=C(C=C2C=2C=C(C(=O)N[C@@H]1CN(C[C@@H]1F)C(C(C(F)(F)F)C)=O)C=C(C2)OC)C(F)(F)F 3-[4-amino-5-(trifluoromethyl)pyrrolo[2,1-f][1,2,4]triazin-7-yl]-N-[(3R,4S)-4-fluoro-1-(3,3,3-trifluoro-2-methylpropanoyl)pyrrolidin-3-yl]-5-methoxybenzamide